ClC=1C(=NN(C1NC(=O)N[C@@H]1CN(C[C@H]1C1=CC(=C(C=C1)F)F)CCOC)C1=CC=CC=C1)C[C@@H](C)O 1-(4-chloro-3-((R)-2-hydroxypropyl)-1-phenyl-1H-pyrazol-5-yl)-3-((3S,4R)-4-(3,4-difluorophenyl)-1-(2-methoxyethyl)pyrrolidin-3-yl)urea